1,1-dimethyl-1H-indene-2-sulfonic acid difluoromethyl ester FC(F)OS(=O)(=O)C=1C(C2=CC=CC=C2C1)(C)C